S1CC=CC2=CC=CC=C12 2H-Thiochromene